CO[Si](CCCCCCC1OC1)(OC)OC trimethoxy(6-(oxiran-2-yl)hexyl)silane